2-methyl-5-((4-methylthiazol-5-yl)methoxy)-N-(1-(2,2,2-trifluoroethyl)pyrrolidin-3-yl)benzofuran-3-carboxamide CC=1OC2=C(C1C(=O)NC1CN(CC1)CC(F)(F)F)C=C(C=C2)OCC2=C(N=CS2)C